C(=O)OCC1CC2C(CC1)O2 4-Epoxycyclohexylmethyl formate